Lead perchlorate trihydrate O.O.O.Cl(=O)(=O)(=O)[O-].[Pb+2].Cl(=O)(=O)(=O)[O-]